C(C)(=O)C1=CN(C2=C(C=C(C=C12)C=1C=NC(=NC1)C)C)CC(=O)N1[C@H]2CC[C@@H]([C@H]1C(=O)NC1=NC(=CC=C1C)C(F)(F)F)C2 (1S,3S,4R)-2-(2-(3-acetyl-7-methyl-5-(2-methylpyrimidin-5-yl)-1H-indol-1-yl)acetyl)-N-(3-methyl-6-(trifluoromethyl)pyridin-2-yl)-2-azabicyclo[2.2.1]heptane-3-carboxamide